1,5-dimethyl-2-pyrrolecarbonitrile CN1C(=CC=C1C)C#N